C1(CC1)C1=NC=NC(=C1C=1OC=2C(=NC=CC2N1)CC1=CC=C(C=C1)C=1N(C=C(N1)C(F)(F)F)C)OC 2-(4-cyclopropyl-6-methoxypyrimidin-5-yl)-4-(4-(1-methyl-4-(trifluoromethyl)-1H-imidazol-2-yl)benzyl)oxazolo[5,4-c]pyridine